C(C)(C)(C)OC(CCN)=O β-alanine-tert-butyl ester